4-((3-fluoropyridin-2-yl)methoxy)phenyl sulfurofluoridate S(OC1=CC=C(C=C1)OCC1=NC=CC=C1F)(=O)(=O)F